(1R,2S,5R)-1-amino-2-(((S)-4-(benzyloxy)-2-((tert-butoxycarbonyl)amino)-4-oxobutanamido)methyl)-5-(2-boronoethyl)cyclohexane-1-carboxylic acid N[C@]1([C@@H](CC[C@H](C1)CCB(O)O)CNC([C@H](CC(=O)OCC1=CC=CC=C1)NC(=O)OC(C)(C)C)=O)C(=O)O